6-(3-Chloro-6-(difluoromethyl)-2-fluorophenyl)-N-(1-((6-(3-(hydroxymethyl)pyrrolidin-1-yl)pyridin-3-yl)methyl)-1H-pyrazol-4-yl)pyrazine-2-carboxamide ClC=1C(=C(C(=CC1)C(F)F)C1=CN=CC(=N1)C(=O)NC=1C=NN(C1)CC=1C=NC(=CC1)N1CC(CC1)CO)F